OC1=C(C=CC(=C1)C=1C=NNC1)C1=CN=C(N=N1)N1C[C@H]2N(CC1)C[C@@H](C2)O (7R,8aS)-2-{6-[2-hydroxy-4-(1H-pyrazol-4-yl)phenyl]-1,2,4-triazin-3-yl}octahydropyrrolo[1,2-a]pyrazin-7-ol